2-[(3-chloranyl-5-fluoranyl-pyridine-4-carbonyl)amino]-4-[4-(5,6,7,8-tetrahydro-1,8-naphthyridin-2-yl)butyl-[2-(2,2,2-trifluoroethoxy)ethyl]amino]butanoic acid ClC=1C=NC=C(C1C(=O)NC(C(=O)O)CCN(CCOCC(F)(F)F)CCCCC1=NC=2NCCCC2C=C1)F